7-chloro-4-vinyl-2,3-dihydrobenzofuran-5-amine ClC1=CC(=C(C=2CCOC21)C=C)N